C1=CC=CC=2C3=CC=CC=C3C(C12)COC(=O)NC(C1=CC=CC=C1)C(=O)O N-(9-fluorenylmethoxycarbonyl)-phenylglycine